ClC1(C=CC=2C(NC(CN2)=O)=N1)Cl 6,6-dichloropyrido[2,3-b]pyrazin-3(4H)-one